1,3-diphenyl-3-(1,4-dioxaspiro[4.5]decan-2-yl)propan-1-one C1(=CC=CC=C1)C(CC(C1OC2(OC1)CCCCC2)C2=CC=CC=C2)=O